N[C@H]1CN(CCC1)[C@@H]1[C@H](C2=CC(=CC(=C2C1)C#N)Cl)OC1=C(C=CC=C1)C 4-[[(1S,2S)-2-[(3R)-3-Aminopiperidin-1-yl]-6-chloro-4-cyano-2,3-dihydro-1H-inden-1-yl]oxy]-3-methylbenzene